2-((2-(6-(4-fluorophenethoxy)-1H-indol-1-yl)ethyl)amino)ethan-1-ol FC1=CC=C(CCOC2=CC=C3C=CN(C3=C2)CCNCCO)C=C1